isotridecyl alcohol phosphate P(=O)(O)(O)OCCCCCCCCCCC(C)C